2-bromo-5-methyl-[1,3,4]oxadiazole BrC=1OC(=NN1)C